C(C)(C)NC(O[C@H]1C[C@H](CC1)C=1NN=C(C1)NC(=O)C1=NN(C(=C1)C1=C(C(=CC=C1)OCC1=CC=C(C=C1)OC)C1OCCO1)C)=O (1R,3S)-3-(5-{5-[2-(1,3-dioxolan-2-yl)-3-[(4-methoxyphenyl)methoxy]phenyl]-1-methylpyrazole-3-amido}-2H-pyrazol-3-yl)cyclopentyl N-isopropylcarbamate